N-(4-hydroxy-phenyl)-3-methyl-2-butenamide OC1=CC=C(C=C1)NC(C=C(C)C)=O